N1=CN=C(C2=C1NC=C2)C=2C=CC(=NC2)N2CC1N(C(C2)C1)CC1=CC(=CC(=C1)F)F 3-(5-(7H-pyrrolo[2,3-d]pyrimidin-4-yl)pyridin-2-yl)-6-(3,5-difluorobenzyl)-3,6-diazabicyclo[3.1.1]heptane